(4,4-dimethylcyclohexyl)-6,7-dihydro-5H-benzo[7]annulene-3-carboxylate CC1(CCC(CC1)OC(=O)C1=CC2=C(C=CCCC2)C=C1)C